C(C1=CC=CC=C1)(=O)C1=CC=C(C(=O)O)C=C1 4-(benzoyl)benzoic acid